(3-(2,6-dioxopiperidin-3-yl)-2-methylquinolin-7-yl)methyl phenyl carbonate C(OCC1=CC=C2C=C(C(=NC2=C1)C)C1C(NC(CC1)=O)=O)(OC1=CC=CC=C1)=O